6-{[(1-adamantylamino)carbonothioyl]amino}hexanoate C12(CC3CC(CC(C1)C3)C2)NC(=S)NCCCCCC(=O)[O-]